4-(6-chloro-5-fluoro-indolin-1-yl)-6-(3-quinolyl)quinoline-3-carbonitrile ClC1=C(C=C2CCN(C2=C1)C1=C(C=NC2=CC=C(C=C12)C=1C=NC2=CC=CC=C2C1)C#N)F